OC(C1=CC=CC=C1)CCC[C@@H](C)[C@H]1CC[C@H]2[C@@H]3CC[C@H]4[C@H]([C@H](CC[C@]4(C)[C@H]3CC[C@]12C)O)O (hydroxyphenylmethyl)-5α-cholan-3β,4β-diol